9-ethyl-6-(2-methyl-5-tetrahydropyranyl-methoxybenzoyl)-9H-carbazole C(C)N1C2=CC=C(C=C2C=2C=CC=CC12)C(C1=C(C(=CC(=C1)C1OCCCC1)OC)C)=O